BrC1=CC=C(C(=O)NC=2C(=NC=CC2C2=CC=NN2)N2CC(CC2)(F)F)C=C1 4-bromo-N-(2-(3,3-difluoropyrrolidin-1-yl)-4-(1H-pyrazol-5-yl)pyridin-3-yl)benzamide